O=C1NC(CCC1N1C(C2=CC=CC(=C2C1)NCCCS(=O)(=O)O)=O)=O 3-((2-(2,6-dioxopiperidin-3-yl)-1-oxoisoindolin-4-yl)amino)propane-1-sulfonic acid